5-chloro-1'-[2-({2-[(2R)-1,2-dihydroxypropan-2-yl]pyrimidin-5-yl}oxy)ethyl]-1,2-dihydrospiro[indole-3,4'-piperidin]-2-one ClC=1C=C2C(=CC1)NC(C21CCN(CC1)CCOC=1C=NC(=NC1)[C@@](CO)(C)O)=O